[Na+].FC(C(C(C(C(C(C(C(C(C(C(C(C(C(C(C(F)(F)F)(F)F)(F)F)(F)F)(F)F)(F)F)(F)F)(F)F)(F)F)(F)F)(F)F)(F)F)(F)F)(F)F)(F)F)(S(=O)(=O)[O-])F perfluoro-1-hexadecanesulfonate sodium